methyl (S)-2-((R)-2-amino-N-benzylpropanamido)-2-cyclopropylacetate N[C@@H](C(=O)N(CC1=CC=CC=C1)[C@H](C(=O)OC)C1CC1)C